trimethoxy(n-butoxy)silane CO[Si](OCCCC)(OC)OC